4-(((2-aminocyclopentyl)methyl)amino)-5-chloro-2-fluoro-N-(thiazol-2-yl)benzenesulfonamide NC1C(CCC1)CNC1=CC(=C(C=C1Cl)S(=O)(=O)NC=1SC=CN1)F